Acryl Acrylate (Acrylate) C(C=C)(=O)O.C(C=C)(=O)OC(=O)C=C